7-(difluoromethoxy)-6-methoxy-2-(1-methyl-1H-indol-4-yl)-4-(piperidine-1-carbonyl)isoquinolin-1(2H)-one FC(OC1=C(C=C2C(=CN(C(C2=C1)=O)C1=C2C=CN(C2=CC=C1)C)C(=O)N1CCCCC1)OC)F